C=C(CCN1N(CC2CC=C3C(=C12)C=CC=C3)CCC(C=CC=C)=C)C=CC=C N,N'-bis(3-methylenehepta-4,6-dien-1-yl)dihydrobenzoindazole